7-(3-bromopropyloxy)-3,4-dihydroquinolin-2(1H)-one BrCCCOC1=CC=C2CCC(NC2=C1)=O